1-[trans-4-cyanotetrahydropyran-3-yl]-3-[[2-hydroxy-8-(trifluoromethoxy)-1,2-benzoxaborinin-6-yl]amino]pyrazole-4-carboxamide C(#N)[C@H]1[C@@H](COCC1)N1N=C(C(=C1)C(=O)N)NC=1C=C(C2=C(C=CB(O2)O)C1)OC(F)(F)F